3-((4-cyano-5-fluoro-2-methoxyphenoxy)methyl)-3-(hydroxymethyl)azetidin-1-ium trifluoroacetate FC(C(=O)[O-])(F)F.C(#N)C1=CC(=C(OCC2(C[NH2+]C2)CO)C=C1F)OC